1-(5-Bromopyridin-3-yl)piperidin-4-ol BrC=1C=C(C=NC1)N1CCC(CC1)O